(2S)-N-(4-chlorobenzyl)-N-((3S,5R)-1,1-difluorospiro[2.3]hexan-5-yl)-1-((R)-N,4-dimethylphenylsulfonimidoyl)pyrrolidine-2-carboxamide ClC1=CC=C(CN(C(=O)[C@H]2N(CCC2)[S@](=O)(=NC)C2=CC=C(C=C2)C)C2CC3(CC3(F)F)C2)C=C1